(R)-(2-chloro-4-(3-methylmorpholinyl)thieno[3,2-d]pyrimidin-7-yl)methanesulfonyl chloride ClC=1N=C(C2=C(N1)C(=CS2)CS(=O)(=O)Cl)N2[C@@H](COCC2)C